NO[SiH3] amino-oxysilane